NC1=NC=2C=CC(=CC2C2=C1C(OC2)(C)C)C(=O)N2[C@H](COCC2)C2=CC=C(C=C2)OC(F)(F)F (4-amino-3,3-dimethyl-1H-furo[3,4-c]quinolin-8-yl)-[(3S)-3-[4-(trifluoromethoxy)phenyl]morpholin-4-yl]methanone